N[C@@]1(C(C(CCC1)C)=O)C1=CC=C(C=C1)C(F)(F)F (2R)-2-Amino-6-methyl-2-(4-(trifluoromethyl)phenyl)cyclohexanone